SCCC(=O)OCCN1C(=O)N(C(=O)N(C1=O)CCOC(CCS)=O)CCOC(CCS)=O 1,3,5-tris[(3-mercaptopropionyloxy)ethyl]isocyanuric acid